(1S,3S,4S)-3-acetamido-N-((S)-(2,3-dichloro-6-fluoro-5-hydroxyphenyl)(4-fluoro-bicyclo[2.2.1]hept-1-yl)methyl)-4-fluorocyclopentane-1-carboxamide C(C)(=O)N[C@H]1C[C@@H](C[C@@H]1F)C(=O)N[C@@H](C12CCC(CC1)(C2)F)C2=C(C(=CC(=C2F)O)Cl)Cl